COC1=NC=CC2=C(C=CC=C12)N1N=CC(=C1C(F)(F)F)C(=O)NC=1C=C2C(=NC1)N(C=C2C(F)(F)F)C 1-(1-methoxyisoquinolin-5-yl)-N-(1-methyl-3-trifluoromethyl-1H-pyrrolo[2,3-b]pyridin-5-yl)-5-trifluoromethyl-1H-pyrazole-4-carboxamide